C(C)(=O)O[C@H]1[C@@H](SC(C)=O)O[C@@H]([C@@H]([C@@H]1N=[N+]=[N-])OC(C)=O)COC(C)=O Acetyl 2,4,6-tri-O-acetyl-3-azido-3-deoxy-1-thio-alpha-D-galactopyranoside